C1(=CC=CC=C1)S(=O)(=O)N1C=C(C=2C1=NC(=CC2)C2=NOC(=N2)C)B2OC(C(O2)(C)C)(C)C 3-[1-(benzenesulfonyl)-3-(4,4,5,5-tetramethyl-1,3,2-dioxaborolan-2-yl)pyrrolo[2,3-b]pyridin-6-yl]-5-methyl-1,2,4-oxadiazole